ClC1=NC=NC(=C1F)OC1=C(C=CC=C1)Cl 4-chloro-6-(2-chlorophenoxy)-5-fluoro-pyrimidine